(S)-(+)-1,1'-binaphthyl-2,2'-diyl phosphate P1(=O)(OC2=C(C3=CC=CC=C3C=C2)C2=C(C=CC3=CC=CC=C23)O1)[O-]